C(C=1C(C(=O)O)=CC=CC1)(=O)O.N1C=NC=C1 imidazole phthalate salt